ClC=1C(=C(C=C(C1)C1C2=C(CNC1)SC=C2)O)OC 3-chloro-2-methoxy-5-(4,5,6,7-tetrahydrothieno[2,3-c]pyridin-4-yl)phenol